C(C)(=O)OCC(COCC=C)OC(C)=O 3-allyloxy-1,2-propanediol diacetate